(S)-N-(5-cyclopropyl-1H-pyrazol-3-yl)-2-(1-(3,4-difluorophenyl)-1H-pyrazol-3-yl)propanamide C1(CC1)C1=CC(=NN1)NC([C@@H](C)C1=NN(C=C1)C1=CC(=C(C=C1)F)F)=O